BrC1=C(SC(=C1)C1=CC=CC=C1)OC 3-bromo-2-methoxy-5-phenylthiophene